O1[C@H](C1)C1=CC=CC(=N1)C#N (S)-6-(oxiran-2-yl)pyridinecarbonitrile